CCCC1=CC(=O)NC(=S)N1 6-n-propyl-2-thiouracil